6-((1H-tetrazol-5-yl)oxy)-N-(4-((2-chloro-4-fluorobenzyl)oxy)phenyl)-5-fluorobenzofuran-3-carboxamide N1N=NN=C1OC1=CC2=C(C(=CO2)C(=O)NC2=CC=C(C=C2)OCC2=C(C=C(C=C2)F)Cl)C=C1F